1-aminopropanol NC(CC)O